(7-chloro-4-(1H-imidazol-1-yl)quinolin-2-yl)glycine tert-butyl ester C(C)(C)(C)OC(CNC1=NC2=CC(=CC=C2C(=C1)N1C=NC=C1)Cl)=O